7-chloro-5-(difluoromethyl)pyrazolo[1,5-a]pyrimidine ClC1=CC(=NC=2N1N=CC2)C(F)F